(4-(4-([1,2,4]triazolo[1,5-a]pyridin-7-ylamino)quinolin-6-yl)-3-fluorophenyl)(4-methylpiperazin-1-yl)methanone N=1C=NN2C1C=C(C=C2)NC2=CC=NC1=CC=C(C=C21)C2=C(C=C(C=C2)C(=O)N2CCN(CC2)C)F